C(C)(C)(C)C1=CC=C(C=C)C=C1 4-t-butyl-styrene